[Si](C)(C)(C(C)(C)C)O[C@@H]1[C@H](O[C@H]([C@@H]1OC)N1C=2N=C(NC(C2N=C1)=O)NC(C(C)C)=O)CNC(CCCCCCCCCCCCCCCCC)=O N-(((2R,3R,4R,5R)-3-((tert-butyl-dimethylsilyl)oxy)-5-(2-isobutyramido-6-oxo-1,6-dihydro-9H-purin-9-yl)-4-methoxytetrahydro-furan-2-yl)methyl)stearamide